3-carboxy-2-hydroxy-N,N,N-trimethylpropylammonium C(=O)(O)CC(C[N+](C)(C)C)O